methanesulfonic acid-sodium salt [Na+].CS(=O)(=O)[O-]